OCCCCC[C@@H](C1=CC=C(C=C1)C1=C(N=CS1)C)NC(=O)C1NCCC1 N-((S)-6-hydroxy-1-(4-(4-methylthiazol-5-yl)phenyl)hexyl)pyrrolidine-2-carboxamide